C1(CC1)C=1N=COC1C(=O)NC1CCC2=CC(=CC=C12)C1=NOC(=N1)C(F)F 4-cyclopropyl-N-(5-(5-(difluoromethyl)-1,2,4-oxadiazol-3-yl)-2,3-dihydro-1H-inden-1-yl)oxazole-5-carboxamide